4-(5-((2,3-difluorobenzyl)oxy)-2-methylbenzofuran-3-carboxamido)-3,3-difluoropyrrolidine-1-carboxylic acid tert-butyl ester C(C)(C)(C)OC(=O)N1CC(C(C1)NC(=O)C1=C(OC2=C1C=C(C=C2)OCC2=C(C(=CC=C2)F)F)C)(F)F